FC1=C(C(=CC=C1)F)C(C)O 1-(2,6-difluorophenyl)-ethanol